C1(=CC=C(C=C1)N1N=NN=C1S)N1N=NN=C1S 1,1'-(1,4-phenylene)bis(1H-tetrazole-5-thiol)